ClC=1C=C(C=CC1)C([C@@H](C1=CC=CC=C1)OC(N[C@H](C(=O)N[C@@H](C[C@H]1C(NCC1)=O)C(C(=O)N)=O)CC(C)C)=O)(F)F ((S)-1-(((S)-4-amino-3,4-dioxo-1-((S)-2-oxopyrrolidin-3-yl)butan-2-yl)amino)-4-methyl-1-oxopentan-2-yl)carbamic acid (R)-2-(3-chlorophenyl)-2,2-difluoro-1-phenylethyl ester